Cl.C1(=CC=CC2=CC=CC=C12)[C@@H](C)NC1CNCC1 3-{[(1R)-1-(naphthalen-1-yl)ethyl]amino}tetrahydropyrrole hydrochloride